N-(4-methoxy-2-((S)-2-methylmorpholino)-5-((6-((R)-3-(naphthalene-2-yl)isoxazolidine-2-yl)pyrimidine-4-yl)amino)phenyl)acrylamide COC1=CC(=C(C=C1NC1=NC=NC(=C1)N1OCC[C@@H]1C1=CC2=CC=CC=C2C=C1)NC(C=C)=O)N1C[C@@H](OCC1)C